N-ethyl-5-fluoro-2-(1-methyl-6-{1-[(2R)-3-methyl-1-(4-methylpiperazin-1-yl)butan-2-yl]azetidin-3-yl}-1H-indazol-4-yl)-N-(isopropyl)benzamide C(C)N(C(C1=C(C=CC(=C1)F)C1=C2C=NN(C2=CC(=C1)C1CN(C1)[C@@H](CN1CCN(CC1)C)C(C)C)C)=O)C(C)C